NC=1C2=C(N(C(N1)=O)[C@H](C)C1COC1)N=C(C=C2)C2CC2 4-amino-7-cyclopropyl-1-[(1R)-1-[(3S)-oxetan-3-yl]ethyl]pyrido[2,3-d]pyrimidin-2-one